2,5-dihydroxymethyl-3,4-dihydroxypyrrolidine OCC1NC(C(C1O)O)CO